N(=[N+]=[N-])CCOCCN1C(N2C(CNCC2)=C1C(=O)N)C(F)(F)F 2-(2-(2-azidoethoxy)ethyl)-3-(trifluoromethyl)-5,6,7,8-tetrahydroimidazo[1,5-a]pyrazine-1-carboxamide